C1(CC1)C[C@@H](C(=O)O)NC (S)-3-cyclopropyl-2-(methylamino)propanoic acid